NC1=CC=C(C=C1)C(=C(C1=CC=C(C=C1)N(C1=CC=C(C=C1)OC)C1=CC=C(C=C1)OC)C1=CC=C(C=C1)N)C1=CC=C(C=C1)N(C1=CC=C(C=C1)OC)C1=CC=C(C=C1)OC N-{4-[1,2-bis(4-aminophenyl)-2-{4-[bis(4-methoxyphenyl)amino]phenyl}ethenyl]phenyl}-4-methoxy-N-(4-methoxyphenyl)phenylamine